6-(7-Chloro-8-fluoro-2-(((2R,7aS)-2-fluorotetrahydro-1H-pyrrolizin-7a(5H)-yl)methoxy-d2)pyrido[4,3-d]pyrimidin-4-yl)-2-oxa-6-azabicyclo[5.1.0]octane-5,5-d ClC1=C(C=2N=C(N=C(C2C=N1)N1C(CCOC2CC12)([2H])[2H])OC([2H])([2H])[C@]12CCCN2C[C@@H](C1)F)F